4-[(3S)-3-benzylpiperazin-1-yl]-5-chloro-2-(4-pyridinyl)-1H-pyrimidin-6-one C(C1=CC=CC=C1)[C@H]1CN(CCN1)C=1N=C(NC(C1Cl)=O)C1=CC=NC=C1